C(C)(C)(C)CN(C(=O)OC(C)C1=NC2=C(N1CC)C=CC=C2)C=2C=CC1=C(C=C(O1)C)C2 1-(1-ethyl-1H-benzo[d]imidazol-2-yl)ethan-1-ol tert-butyl-methyl(2-methylbenzofuran-5-yl)carbamate